Tert-butyl (7S)-7-(4-(5-fluoro-2-(tetrahydrofuran-3-yl) phenyl) piperidin-1-yl)-5-oxa-2-azaspiro[3.4]octane-2-carboxylate FC=1C=CC(=C(C1)C1CCN(CC1)[C@@H]1COC2(CN(C2)C(=O)OC(C)(C)C)C1)C1COCC1